ClC=1C=NC=C(C1[C@@H](C)OC=1C=C2C(=NN(C2=CC1)C1OCCCC1)C=1C=NC(=NC1)N1CC(C1)(C)N1CCOCC1)Cl [1-[5-[5-[(1R)-1-(3,5-dichloro-4-pyridinyl)ethoxy]-1-tetrahydropyran-2-yl-indazol-3-yl]pyrimidin-2-yl]-3-methyl-azetidin-3-yl]morpholine